OC1=C(C=CC(=C1)O)C1=NC(=NC(=N1)C1=C(C=C(C=C1)O)O)C1=CC=C(C=C1)OC 2,4-BIS-(2,4-DIHYDROXYPHENYL)-6-(4-METHOXYPHENYL)-1,3,5-TRIAZIN